(R)-N-(4-([1,2,4]triazolo[1,5-a]pyridin-7-ylmethyl)-3-methylphenyl)-6-(3-methylpiperazin-1-yl)pyrimido[5,4-d]pyrimidin-4-amine hydrochloride Cl.N=1C=NN2C1C=C(C=C2)CC2=C(C=C(C=C2)NC=2C1=C(N=CN2)C=NC(=N1)N1C[C@H](NCC1)C)C